(3S)-4-((4-(bis(2,4-dimethoxybenzyl)amino)-2-(pent-2-yloxy)imidazo[2,1-f][1,2,4]triazin-7-yl)methyl)-3-methylpiperazine-1-carboxylic acid tert-butyl ester C(C)(C)(C)OC(=O)N1C[C@@H](N(CC1)CC1=CN=C2C(=NC(=NN21)OC(C)CCC)N(CC2=C(C=C(C=C2)OC)OC)CC2=C(C=C(C=C2)OC)OC)C